C(C)(C)N([SiH2][SiH2]N[SiH]([Si](C)(C)C)C)C(C)C 1-diisopropylamino-2-(tetramethyldisilanyl)aminodisilane